FC1=C2C=C(C(=NC2=CC=C1)C)CC(=O)OC(C)(C)C tert-butyl 2-(5-fluoro-2-methylquinolin-3-yl)acetate